CC1=C(NC2=CC(=CC=C12)OC(F)(F)F)C(=O)O 3-methyl-6-(trifluoromethoxy)-1H-indole-2-carboxylic acid